5-fluoro-7-(furan-3-yl)-1-methyl-1H-indole FC=1C=C2C=CN(C2=C(C1)C1=COC=C1)C